3-(3-bromophenyl)propane-1,2-diamine BrC=1C=C(C=CC1)CC(CN)N